7-(4-(trifluoromethyl)phenyl)-7H-pyrrolo[2,3-H]quinazoline trifluoroacetate FC(C(=O)O)(F)F.FC(C1=CC=C(C=C1)N1C=CC=2C1=CC=C1C=NC=NC21)(F)F